tert-butyl 4-(2-(1H-1,2,4-triazol-1-yl)ethylamino)-3-bromophenyl(benzyl)carbamate N1(N=CN=C1)CCNC1=C(C=C(C=C1)N(C(OC(C)(C)C)=O)CC1=CC=CC=C1)Br